N1=CC=C(C=C1)C=CC1=CC=NC=C1 1,2-di-(4-pyridyl)ethylene